N-propionylhydroxylmethionine C(CC)(=O)N([C@@H](CCSC)C(=O)O)O